arsonic acid sodium salt [Na+].[AsH]([O-])([O-])=O.[Na+]